N1CCC(CC1)N1N=CC(=C1)C1=CC=C2C(=NC=NC2=C1)OC1=C(C=CC=C1)C 7-(1-(piperidin-4-yl)-1H-pyrazol-4-yl)-4-(o-tolyloxy)quinazoline